(S)-1-(4-(4-([1,2,4]triazolo[1,5-a]pyridin-7-yloxy)-3-methylphenylamino)quinazolin-6-yl)-4-methyl-3-methylenepyrrolidin-2-one N=1C=NN2C1C=C(C=C2)OC2=C(C=C(C=C2)NC2=NC=NC1=CC=C(C=C21)N2C(C([C@@H](C2)C)=C)=O)C